methyl trans-4-(3-hydroxy-3-methyl-but-1-ynyl)cyclohexanecarboxylate OC(C#C[C@@H]1CC[C@H](CC1)C(=O)OC)(C)C